C1(CCCCC1)C1=C(C=C(C(=O)O)C=C1)C(F)(F)F 4-cyclohexyl-3-(trifluoromethyl)benzoic acid